2-acetamido-2-deoxy-3,4,6-tri-O-benzoyl-D-glucose C(C)(=O)N[C@@H](C=O)[C@@H](OC(C1=CC=CC=C1)=O)[C@H](OC(C1=CC=CC=C1)=O)[C@H](O)COC(C1=CC=CC=C1)=O